2-(1-((2-(3,5-dichlorophenyl)-6-((2-(4-methyl-1,4-diazepan-1-yl)pyrimidin-5-yl)oxy)pyridin-4-yl)methyl)piperidin-4-yl)acetic acid ClC=1C=C(C=C(C1)Cl)C1=NC(=CC(=C1)CN1CCC(CC1)CC(=O)O)OC=1C=NC(=NC1)N1CCN(CCC1)C